hydroxystearyl methacrylate C(C(=C)C)(=O)OCCCCCCCCCCCCCCCCCCO